C1(CC1)C=1C=C(C2=CC=CC=C2C1)N1C(=CC2=CC=CC=C12)C1=CC=CC=C1 N-(3-cyclopropylnaphthyl)-2-(phenyl)-indole